CCCCCCC(CCCCCCCC)=O pentadecan-7-one